ClC1=C(C=CC=C1)C(C)NC=1C=2N(C(=CC1)C(=O)N[C@H](C)\C=C\S(=O)(=O)C)C=CN2 8-((1-(2-chlorophenyl)ethyl)amino)-N-((R,E)-4-(methylsulfonyl)but-3-en-2-yl)imidazo[1,2-a]pyridine-5-carboxamide